N1(N=CC=C1)CCNC(=O)C1=NOC(=C1)C=1OC(=CC1)C N-(2-(1H-pyrazol-1-yl)ethyl)-5-(5-methylfuran-2-yl)isoxazole-3-carboxamide